ethyl 2-methyl-3-(naphthalen-1-yl)quinoline-6-carboxylate CC1=NC2=CC=C(C=C2C=C1C1=CC=CC2=CC=CC=C12)C(=O)OCC